NCC1=NNC(C2=C(C=C(C=C12)C=1C=NN(C1C1=C(C=2C=C(C=NC2C(=C1F)C)Cl)C#N)C)C)=O (M)-6-(4-(4-(aminomethyl)-8-methyl-1-oxo-1,2-dihydrophthalazin-6-yl)-1-methyl-1H-pyrazol-5-yl)-3-chloro-7-fluoro-8-methylquinoline-5-carbonitrile